2-(azetidine-2-carbonyl)-7-((3,4-difluorobenzyl)oxy)-3,4,11,11a-tetrahydro-1H-pyrazino[1',2':3,4]imidazo[1,2-c]pyrimidin-9(2H)-one N1C(CC1)C(=O)N1CC2N(C=3N(C(N=C(C3)OCC3=CC(=C(C=C3)F)F)=O)C2)CC1